(7S,8R)-2-((5-(1-azido-1-cyclopropylethyl)-8-((trans)-3-(benzyloxy)cyclobutoxy)-2,7-naphthyridin-3-yl)amino)-7,8-dimethyl-7,8-dihydro-5H-pyrano[4,3-b]pyridin-5-one N(=[N+]=[N-])C(C)(C1CC1)C1=C2C=C(N=CC2=C(N=C1)O[C@@H]1C[C@H](C1)OCC1=CC=CC=C1)NC1=CC=C2C(=N1)[C@H]([C@@H](OC2=O)C)C